FC(C=1NC2=CC=CC=C2C1)(F)F 2-(trifluoromethyl)-1H-indole